N1(C=NC=C1)CCCNCCCCCCC(C(=O)OC(C=1C=C2C=CC=NC2=CC1)C=C)(CCCCCCCC)CCCCCC vinyl-(6-quinolyl)methanol 6-((3-(1H-imidazol-1-yl)propyl)amino)hexyl-2-hexyldecanoate